C(C)(C)(C)OC(=O)N1[C@H](CN(CC1)C1=NC=CC(=C1)C1=NN(C2=CC(=C(C=C12)OC(C)C)F)COCC[Si](C)(C)C)C (2S)-4-[4-[6-fluoro-5-isopropoxy-1-(2-trimethylsilylethoxymethyl)indazol-3-yl]-2-pyridinyl]-2-methyl-piperazine-1-carboxylic acid tert-butyl ester